ClC=1C(=CC(=NC1)N1[C@H](CN(CC1)CC1CC1)C)N(C(OC(C)(C)C)=O)CC1=CC=C(C=C1)OC tert-butyl (S)-(5-chloro-2-(4-(cyclopropylmethyl)-2-methylpiperazin-1-yl)pyridin-4-yl)(4-methoxybenzyl)carbamate